(Z)-N'-hydroxy-2-(trifluoromethyl)pyrimidine-4-carboxamidine O\N=C(/N)\C1=NC(=NC=C1)C(F)(F)F